2-(6-bromo-3-pyridinyl)propan-2-ol BrC1=CC=C(C=N1)C(C)(C)O